OC1=C(C2=CC=CC=C2C=C1)S(=O)(=O)[O-] 2-hydroxy-1-naphthalenesulfonate